[(2S,3S,4R,5R)-5-[6-cyano-4-[[(1S)-1-(4-fluorophenyl)ethyl]-amino]pyrazolo[3,4-d]pyrimidin-1-yl]-3,4-dihydroxy-tetrahydro-furan-2-yl]methyl-sulfonylmethylphosphonic acid C(#N)C1=NC(=C2C(=N1)N(N=C2)[C@H]2[C@@H]([C@@H]([C@H](O2)CS(=O)(=O)CP(O)(O)=O)O)O)N[C@@H](C)C2=CC=C(C=C2)F